1-benzyl-3-((trimethylsilyl)ethynyl)pyrrolidin-3-ol C(C1=CC=CC=C1)N1CC(CC1)(O)C#C[Si](C)(C)C